C1(CC1)C1=C(C=C(C=C1)OCOC)F 1-cyclopropyl-2-fluoro-4-(methoxymethoxy)benzene